(R or S)-7,9-difluoro-2-(1-(1-methyl-1H-pyrazol-4-yl)piperidin-3-yl)-[1,2,4]triazolo[1,5-c]quinazolin-5-amine FC1=CC(=CC=2C=3N(C(=NC12)N)N=C(N3)[C@H]3CN(CCC3)C=3C=NN(C3)C)F |o1:15|